C(=C)C1=CC=C(C=C1)C(C)(C)NC(OC(COC(NC(C)(C)C1=CC=C(C=C1)C=C)=O)C1OC(C(=C1O)O)=O)=O 7-1-(3,4-dihydroxy-5-oxo-2,5-dihydrofuran-2-yl)ethane-1,2-diyl bis((2-(4-vinylphenyl)propan-2-yl)carbamate)